5-(5-((1R,2S)-[1,1'-bi(cyclopropane)]-2-yl)-6-carbonyl-1,6-dihydropyridazin-3-yl)pyrimidine-2,4(1H,3H)-dione [C@H]1([C@H](C1)C1=CC(=NNC1=C=O)C=1C(NC(NC1)=O)=O)C1CC1